N-(3-{[4-(benzyloxy)-2-(cyclopent-1-en-1-yl)phenyl]amino}phenyl)-3-cyclohexylpropionamide C(C1=CC=CC=C1)OC1=CC(=C(C=C1)NC=1C=C(C=CC1)NC(CCC1CCCCC1)=O)C1=CCCC1